tert-butyl (2S,5R)-4-((5-cyclopropyl-4H-1,2,4-triazol-3-yl)(4-fluorophenyl) methyl)-2,5-dimethylpiperazine-1-carboxylate C1(CC1)C=1NC(=NN1)C(N1C[C@@H](N(C[C@H]1C)C(=O)OC(C)(C)C)C)C1=CC=C(C=C1)F